C1[C@H]([C@@H]([C@@H](C=C1C(=O)O)O)O)O (3R,4S,5R)-(-)-3,4,5-trihydroxy-1-cyclohexenecarboxylic acid